The molecule is a 2-arylpropionic acid carrying a phenyl group at position 2. It is a metabolite of alpha-methylstyrene (AMS), a volatile hydrocarbon. It has a role as a human xenobiotic metabolite. It derives from a phenylacetic acid. CC(C1=CC=CC=C1)C(=O)O